PERFLUOROPHENYL 1-(2-CYCLOPROPOXY-5-FLUORO-4-((1S,2S)-2-(TRIFLUOROMETHYL)CYCLOPROPYL)PHENYL)-2-OXO-1,2-DIHYDROQUINOLINE-6-SULFONATE C1(CC1)OC1=C(C=C(C(=C1)[C@@H]1[C@H](C1)C(F)(F)F)F)N1C(C=CC2=CC(=CC=C12)S(=O)(=O)OC1=C(C(=C(C(=C1F)F)F)F)F)=O